C(C)(C)(C)C1N(CC12CN(C2)S(=O)(=O)C2=NC=C(N=C2C)C(F)(F)F)C(=O)O.C2(=CC=CC=C2)N2COC(=C2C(F)(F)F)C2=CC=CC=C2 3,5-diphenyl-4-trifluoromethyl-oxazol tert-butyl-6-((3-methyl-5-(trifluoromethyl)pyrazin-2-yl)sulfonyl)-2,6-diazaspiro[3.3]heptane-2-carboxylate